FC=1C(=C(N)C=CC1F)C(C)C1=C(C=CC=C1)F 3,4-difluoro-2-(1-(2-fluorophenyl)ethyl)aniline